(2-amino-3-(3-(4-((3,4-dimethoxyphenoxy)methyl)benzyl) isoxazol-5-yl)pyridin-1-ium-1-yl)methyl hydrogen phosphate P(=O)(OC[N+]1=C(C(=CC=C1)C1=CC(=NO1)CC1=CC=C(C=C1)COC1=CC(=C(C=C1)OC)OC)N)(O)[O-]